O=C1CC(C2=CC(=CC=C12)C=C(C(=O)OCC)C(=O)OCC)=O diethyl [(1,3-dioxo-2,3-dihydro-1H-inden-5-yl)methylene]malonate